NC1=C(C=C2C(=N1)N(N=C2)C2=NC=C(C(=O)NC[C@H](C(C)(C)OC)F)C(=C2)NC(C)C)C#N (R)-6-(6-amino-5-cyano-1H-pyrazolo[3,4-b]pyridin-1-yl)-N-(2-fluoro-3-methoxy-3-methylbutyl)-4-(isopropylamino)nicotinamide